COCCOC1=CN=CC=2N=C(N=C(C21)N2CCC1(CCN(C1)C(=O)OC(C)(C)C)CC2)C2=CC=NC=C2 tert-butyl 8-(5-(2-methoxyethoxy)-2-(pyridin-4-yl) pyrido[3,4-d]pyrimidin-4-yl)-2,8-diazaspiro[4.5]decane-2-carboxylate